C1(CCCCC1)OC(C(C#CC1=CC=CC=C1)OC(C1=C(C=CC=C1)I)=O)=O.CC1=C(C=NC=C1)C(C)=O 1-(4-methylpyridin-3-yl)ethan-1-one 1-(cyclohexyloxy)-1-oxo-4-phenylbut-3-yn-2-yl-2-iodobenzoate